piperidine-3-carboxylic acid ((1RS)-1-pyridin-2-yl-ethyl)-amide N1=C(C=CC=C1)[C@@H](C)NC(=O)C1CNCCC1 |r|